4Z-octadecenyl-sn-glycero-3-phosphocholine C(=CCCCCCCCCCCCCCCCC)C(OP(OC[C@@H](CO)O)(=O)[O-])C[N+](C)(C)C